SC1=NC=2CC3(CCC2C(=N1)O)C=C(C1=CC=CC=C13)C 2'-mercapto-3-methyl-5',8'-dihydro-6'H-spiro[indene-1,7'-quinazolin]-4'-ol